FC1(C(N(CC1)C(=O)OC(C)(C)C)C(N(C1=CC=C(C=C1)S(F)(F)(F)(F)F)C(C(NC1CCOCC1)=O)C=1C=NC=C(C1)F)=O)F tert-butyl 3,3-difluoro-2-[[1-(5-fluoro-3-pyridyl)-2-oxo-2-(tetrahydropyran-4-ylamino) ethyl]-[4-(pentafluoro-λ6-sulfanyl)phenyl]carbamoyl]pyrrolidine-1-carboxylate